N-(4-(4-(4-(5-(difluoromethyl)-1,3,4-oxadiazol-2-yl)benzyl)-1H-1,2,3-triazol-1-yl)phenyl)-4,5-dihydro-1H-imidazol-2-amine FC(C1=NN=C(O1)C1=CC=C(CC=2N=NN(C2)C2=CC=C(C=C2)NC=2NCCN2)C=C1)F